(2R)-1-methylpyrrolidin CN1CCCC1